6-(4-(2-fluoroethyl)piperazin-1-yl)-8-isopropyl-2-methyl-4-oxo-3,4-dihydropyrido[3,4-d]pyrimidine-5-carbonitrile FCCN1CCN(CC1)C1=C(C2=C(N=C(NC2=O)C)C(=N1)C(C)C)C#N